Hexahydro-1-(5-isoquinolinesulfonyl)-1H-1,4-diazepine monohydrochloride hemihydrate O.Cl.C1=NC=CC=2C(=CC=CC12)S(=O)(=O)N1CCNCCC1.C1=NC=CC=2C(=CC=CC12)S(=O)(=O)N1CCNCCC1.Cl